2-hydroxy-4-((4-methoxybenzyl)oxy)benzaldehyde OC1=C(C=O)C=CC(=C1)OCC1=CC=C(C=C1)OC